5-(1-methyl-6-carbonyl-5-(2-(trifluoromethyl)cyclopropyl)-1,6-dihydropyridazin-3-yl)pyrimidine-2,4(1H,3H)-dione CN1N=C(C=C(C1=C=O)C1C(C1)C(F)(F)F)C=1C(NC(NC1)=O)=O